FC(C=1C=C(C=CC1)NC1=NC(=NC(=N1)NC1=CC(=CC=C1)Cl)N1CC(CC1)O)(F)F 1-(4-((3-(trifluoromethyl)phenyl)amino)-6-((3-chlorophenyl)amino)-1,3,5-triazin-2-yl)pyrrolidin-3-ol